N-isobutyl-2-(4-(2-phenylacetyl)morpholin-2-yl)quinoline-4-carboxamide C(C(C)C)NC(=O)C1=CC(=NC2=CC=CC=C12)C1CN(CCO1)C(CC1=CC=CC=C1)=O